NC(CCC1CC1)(C1=CC(=NC=C1)C)C=1C=CC(=C(C1)NC(=O)[C@@H]1N(C[C@@H](C1)OC)C(=O)NC1=NC=C(C=C1)Cl)F (2r,4r)-N2-(5-((+)-1-amino-3-cyclopropyl-1-(2-methylpyridin-4-yl)propyl)-2-fluorophenyl)-N1-(5-chloropyridin-2-yl)-4-methoxypyrrolidine-1,2-dicarboxamide